N(=[N+]=[N-])C(CO[Si](C1=CC=CC=C1)(C1=CC=CC=C1)C(C)(C)C)C=1C=CC2=C(C1)OCC=1N=CSC12 7-(1-Azido-2-((tert-butyldiphenylsilyl)oxy)ethyl)-4H-chromeno[3,4-d]thiazole